ClC1=C(C=CC(=C1)Cl)CNC(=O)N1CCC2(C(C2)CNC(=O)C2=CC=3C(=CN=CC3)O2)CC1 N-[[6-[(2,4-dichlorophenyl)methylcarbamoyl]-6-azaspiro[2.5]octan-2-yl]methyl]furo[2,3-c]pyridine-2-carboxamide